N1=C(C=CC=2C3(CNCC12)CC3)NC=3C=CC(=C1C=NC(C31)=O)C3=CN=C1N3C=CC(=C1)F 7-((7',8'-dihydro-6'H-spiro[cyclopropane-1,5'-[1,7]naphthyridine]-2'-yl)amino)-4-(7-fluoroimidazo[1,2-a]pyridin-3-yl)isoindol-1-one